ClC1=C(C=CC=C1)C=1C=C2C=NC(=NC2=C(C1)C=1C=C(C=CC1)NC(C=C)=O)C1=CC=CC=C1 N-(3-(6-(2-chlorophenyl)-2-phenylquinazolin-8-yl)phenyl)acrylamide